tert-butyl 2-(4-((4-(hydroxymethyl)phenyl)diazenyl)phenyl)acetate OCC1=CC=C(C=C1)N=NC1=CC=C(C=C1)CC(=O)OC(C)(C)C